tert-butyl 4-(2-(2,7-dimethyl-2H-indazol-5-yl)-5-oxo-5H-[1,3,4]thiadiazolo[3,2-a]pyrimidin-7-yl)piperazine-1-carboxylate CN1N=C2C(=CC(=CC2=C1)C1=NN2C(=NC(=CC2=O)N2CCN(CC2)C(=O)OC(C)(C)C)S1)C